(3R,4S)-1-[4-({8-[(2R,3S)-3-[(ethanesulfonyl)meth-yl]-2-methylazetidin-1-yl]-5-(propan-2-yl)-2,7-naphthyridin-3-yl}amino)pyrimidin-2-yl]-3-fluoro-4-methylpiperidin-4-ol C(C)S(=O)(=O)C[C@@H]1[C@H](N(C1)C=1N=CC(=C2C=C(N=CC12)NC1=NC(=NC=C1)N1C[C@H]([C@](CC1)(O)C)F)C(C)C)C